(1-(4-amino-5-methoxy-2-(1-methyl-1H-pyrazol-4-yl)phenyl)piperidin-4-yl)methanol NC1=CC(=C(C=C1OC)N1CCC(CC1)CO)C=1C=NN(C1)C